C(C)(C)(C)C=1B(OC2=C(C1)C=C(C=C2)NC2=NN(C=C2C(=O)N)[C@H]2[C@@H](CCCC2)C#N)O 3-[(3-tert-butyl-2-hydroxy-1,2-benzoxaborinin-6-yl)amino]-1-(trans-2-cyanocyclohexyl)pyrazole-4-carboxamide